C(C)OC(=O)C=1OC2=C(C1)C[C@@]1(C(N(C3=NC=CC=C31)COCC[Si](C)(C)C)=O)CC2.ClC2=C(C(=O)N)C(=CC(=C2)C(F)(F)F)Cl 2,6-Dichloro-4-(trifluoromethyl)benzamide ethyl-(S)-2'-oxo-1'-((2-(trimethylsilyl)ethoxy)methyl)-1',2',6,7-tetrahydro-4H-spiro[benzofuran-5,3'-pyrrolo[2,3-b]pyridine]-2-carboxylate